N-(4-(N-(1-(2-aminophenyl)ethyl)sulfamoyl)naphthalen-1-yl)-2-methylbenzamide NC1=C(C=CC=C1)C(C)NS(=O)(=O)C1=CC=C(C2=CC=CC=C12)NC(C1=C(C=CC=C1)C)=O